N[C@H]1C(NC(C1)=O)=O (3R)-3-aminopyrrolidine-2,5-dione